FC1=C(C=CC=C1)O ortho-monofluorophenol